NC=1SC(=C(C1C(=O)C1=CC=C(C=C1)Cl)C)C (2-amino-4,5-dimethyl-3-thienyl)-(4-chlorophenyl)methanone